OC=1C(=C(C(=NC1C)NC(=O)C=1NC2=CC=C(C=C2C1)OC)C)C N-(5-hydroxy-3,4,6-trimethylpyridin-2-yl)-5-methoxy-1H-indole-2-carboxamide